ethyl 12-tridecenoate C(CCCCCCCCCCC=C)(=O)OCC